O[C@H]1C[C@H](C1)NC1=NN2C(C=N1)=C(C=C2)C=2C=CC=1N(C2)C(=CN1)C(=O)N1CCCC1 (6-(2-((cis-3-hydroxycyclobutyl)amino)pyrrolo[2,1-f][1,2,4]triazin-5-yl)imidazo[1,2-a]pyridin-3-yl)(pyrrolidin-1-yl)methanone